2-chloro-4-(trifluoromethyl)-6,7-dihydro-5H-cyclopenta[b]pyridin-7-yl acetate C(C)(=O)OC1CCC=2C1=NC(=CC2C(F)(F)F)Cl